tert-butyl (R)-3-(2-fluoro-N-(8-methylisoquinolin-1-yl)-4-(2H-1,2,3-triazol-2-yl)benzamido)piperidine-1-carboxylate FC1=C(C(=O)N(C2=NC=CC3=CC=CC(=C23)C)[C@H]2CN(CCC2)C(=O)OC(C)(C)C)C=CC(=C1)N1N=CC=N1